ClC1=C(C(=CC=C1)F)N1C(C2=CC(=C(C=C2C(N1)=O)F)F)=O 2-(2-chloro-6-fluorophenyl)-6,7-difluoro-2,3-dihydrophthalazine-1,4-dione